Pyrophosphate copper [Cu+2].[O-]P([O-])(=O)OP(=O)([O-])[O-].[Cu+2]